acetic acid tert-butyl ester C(C)(C)(C)OC(C)=O